3-((3,5,5-trimethylhexyloxy)carbonyl)pentane-2-sulfonate CC(CCOC(=O)C(C(C)S(=O)(=O)[O-])CC)CC(C)(C)C